4-(7-(1-ethyl-1H-pyrazol-4-yl)imidazo[1,2-a]pyridin-3-yl)-2-methylbenzonitrile C(C)N1N=CC(=C1)C1=CC=2N(C=C1)C(=CN2)C2=CC(=C(C#N)C=C2)C